3,5-di-tert-butyl-4-hydroxyphenyl-methanol C(C)(C)(C)C=1C=C(C=C(C1O)C(C)(C)C)CO